1,2-Bis-(phenoxymethyl)benzol O(C1=CC=CC=C1)CC1=C(C=CC=C1)COC1=CC=CC=C1